C(C)C1=NC(=CC=C1N1C([C@H](CCC1)CC(=O)O)=O)C=1N=NN(C1CN1C(C=CC(=C1)CCC)=O)C (R)-2-(1-(2-ethyl-6-(1-methyl-5-((2-oxo-5-propylpyridin-1(2H)-yl)methyl)-1H-1,2,3-triazol-4-yl)pyridin-3-yl)-2-oxopiperidin-3-yl)acetic acid